C(#N)CC(=O)C1=CC=C(C(=O)NCC2CC2)C=C1 4-(2-cyanoacetyl)-N-(cyclopropylmethyl)benzamide